OC1C(N(CC1)C(=O)[O-])C(=O)[O-] 3-hydroxypyrrolidine-1,2-dicarboxylate